CN(C)CC1CN(CCC1(O)C=1C=C(C(=O)N)C=CC1)CCC1=CC=C(C=C1)OC anti-3-(3-((Dimethylamino)methyl)-4-hydroxy-1-(4-methoxyphenethyl)piperidin-4-yl)benzamid